N1(CCC1)C(=O)C=1N=C2N(C3=C(C(=N[C@H]2C)C2=NC(=CC=C2F)O)C(=C(C=C3)C(F)(F)F)Cl)C1 azetidin-1-yl-[(4S)-7-chloro-6-(3-fluoro-6-hydroxypyridin-2-yl)-4-methyl-8-(trifluoromethyl)-4H-imidazo[1,2-a][1,4]benzodiazepin-2-yl]methanone